7-ethyl-8-oxo-4,7-diazaspiro[2.5]octane-4-carbonitrile C(C)N1CCN(C2(CC2)C1=O)C#N